O=C(CCCCCC1=CC=C(C=C1)NC(=O)N1CCN(CC1)C(=O)OC(C)(C)C)NC1=CC=CC=C1 tert-butyl 4-((4-(6-oxo-6-(phenylamino)hexyl)phenyl)carbamoyl)piperazine-1-carboxylate